FC1=CC=C(C=C1)[C@@H]1N(CCC2=CC=CC=C12)C(=O)[C@@H]1OC[C@@H]([C@H](C1)NC)OC ((S)-1-(4-fluorophenyl)-3,4-dihydro-isoquinolin-2(1H)-yl)((2R,4S,5R)-5-methoxy-4-(methylamino)tetrahydro-2H-pyran-2-yl)methanone